CC=1C=C2C=3C=C(C=CC3N(C2=CC1)C1=CC=C(C=C1)C(F)(F)F)C(=O)NCC1=NC=CC=C1 6-methyl-N-[(pyridin-2-yl)methyl]-9-[4-(trifluoromethyl)phenyl]-9H-carbazole-3-carboxamide